N-(4-methoxybenzo[d]isoxazol-3-yl)benzofuran-7-sulfonamide COC1=CC=CC2=C1C(=NO2)NS(=O)(=O)C2=CC=CC=1C=COC12